ammonium vinylamide C(=C)[NH-].[NH4+]